C(C)[SiH3] ethylSilane